butyl (S)-3-(5-(4-(pyridin-4-yl)phenyl)-3-ureidothiophene-2-carboxamido)piperidine-1-carboxylate N1=CC=C(C=C1)C1=CC=C(C=C1)C1=CC(=C(S1)C(=O)N[C@@H]1CN(CCC1)C(=O)OCCCC)NC(=O)N